ClC1=C(C=C2C=C(N=CC2=C1)NC(=O)C1C(C1)C(C)(C)O)C1CCN(CC1)C1(COC1)C N-(7-chloro-6-(1-(3-methyloxetan-3-yl)piperidin-4-yl)isoquinolin-3-yl)-2-(2-hydroxypropan-2-yl)cyclopropanecarboxamide